N1=CC=C(C=C1)/C=C/C(=O)O (E)-3-(pyridin-4-yl)acrylic acid